C(C)OC1=C(O[C@H]2CN(CCC2)C2=CN=CC(=N2)NC=2SC(=CN2)C(=O)O)C=CC=C1 (R)-2-((6-(3-(2-ethoxyphenoxy)piperidin-1-yl)pyrazin-2-yl)amino)thiazole-5-carboxylic acid